zinc-zirconium phosphate P(=O)([O-])([O-])[O-].[Zr+4].[Zn+2].P(=O)([O-])([O-])[O-]